1-((1-methyl-1H-pyrazol-5-yl)methyl)-4-(1-(4-(trifluoromethyl)phenyl)-1H-indazol-3-yl)pyridin-2(1H)-one CN1N=CC=C1CN1C(C=C(C=C1)C1=NN(C2=CC=CC=C12)C1=CC=C(C=C1)C(F)(F)F)=O